(±)-N-(4-bromophenyl)-2-(6-fluoroquinoline-4-yl)spiro[3.5]nonane-7-carboxamide BrC1=CC=C(C=C1)NC(=O)C1CCC2(CC(C2)C2=CC=NC3=CC=C(C=C23)F)CC1